(R)-3-(2-(3-chloro-1H-indazol-6-yl)-6-(methylcarbamoyl)-1H-benzo[d]imidazol-1-yl)-4,4-dimethylpentanoic acid methyl ester COC(C[C@H](C(C)(C)C)N1C(=NC2=C1C=C(C=C2)C(NC)=O)C2=CC=C1C(=NNC1=C2)Cl)=O